FC(C1=C(C=NC=C1)OCC1CC2(C1)CCN(CC2)C(=O)OC(C)(C)C)(F)F tert-butyl 2-(((4-(trifluoromethyl)pyridin-3-yl)oxy)methyl)-7-azaspiro[3.5]nonane-7-carboxylate